1-(4-(3-((4-amino-5-(7-fluorobenzo[d][1,3]dioxol-4-yl)-7-methyl-7H-pyrrolo[2,3-d]pyrimidin-6-yl)ethynyl)azetidin-1-yl)piperidin-1-yl)prop-2-en-1-one NC=1C2=C(N=CN1)N(C(=C2C2=CC=C(C=1OCOC12)F)C#CC1CN(C1)C1CCN(CC1)C(C=C)=O)C